ClC1=CC=C(C=C1)C=1C=C(C(N(N1)C=1C=NN(C1)C)=O)C(=O)N[C@@H](C)C1=CC(=NC=C1)F (S)-6-(4-chlorophenyl)-2-(1-methyl-1H-pyrazol-4-yl)-3-oxo-N-(1-(2-fluoropyridine-4-Yl)ethyl)-2,3-dihydropyridazine-4-carboxamide